BrCC(=O)C1=CC=C(S1)CN1C(CCC1)=O 1-((5-(2-bromoacetyl)thiophen-2-yl)methyl)pyrrolidin-2-one